FC1=C(C=CC(=C1)NC1CNC(CC1)=O)C1CCN(CC1)[C@@H]1CC[C@H](CC1)C(=O)O trans-4-(4-(2-fluoro-4-((6-oxopiperidin-3-yl)amino)phenyl)piperidin-1-yl)cyclohexane-1-carboxylic acid